aminopropyl-succinic anhydride NCCCC1C(=O)OC(C1)=O